10-(2,3-dicarboxypropyl)-9,10-dihydro-9-oxa-10-phosphaphenanthrene-10-oxide C(=O)(O)C(CP1(OC2=CC=CC=C2C=2C=CC=CC12)=O)CC(=O)O